O=C1NC(CCC1N1C(C2=CC=CC(=C2C1=O)NCCNC(CCC1=C(NC2=NC=CC=C21)C2=C(C=C(C=C2)C)C2=CC=CC=C2)=O)=O)=O N-(2-((2-(2,6-dioxopiperidin-3-yl)-1,3-dioxoisoindolin-4-yl)amino)ethyl)-3-(2-(5-methyl-[1,1'-biphenyl]-2-yl)-1H-pyrrolo[2,3-b]pyridin-3-yl)propanamide